FC(S(=O)(=O)C(S(=O)(=O)C(F)(F)F)(S(=O)(=O)C(F)(F)F)[Li])(F)F.[Li] lithium tris(trifluoromethanesulfonyl)methyllithium